FC=1C=C(CN(C(=O)C2CCN(CC2)C2=NC=NC(=C2)C2=C(C=NN2C)C)O)C=C(C1)F N-(3,5-difluorobenzyl)-1-(6-(1,4-dimethyl-1H-pyrazol-5-yl)pyrimidin-4-yl)-N-hydroxypiperidine-4-carboxamide